p-Dodecyloxy-benzyltrimethylammonium bromid [Br-].C(CCCCCCCCCCC)OC1=CC=C(C[N+](C)(C)C)C=C1